CC1=C(N=CO1)C1=NN=C(O1)C1=C(NC2=CC=C(C=C2)C(F)(F)F)C=CC=C1 2-(5-(5-methyloxazol-4-yl)-1,3,4-oxadiazol-2-yl)-N-(4-(trifluoromethyl)phenyl)aniline